N-(phenyl)-1H-pyrrolo[2,3-b]pyridine-3-sulfonamide C1(=CC=CC=C1)NS(=O)(=O)C1=CNC2=NC=CC=C21